N-(2-Chloro-3-{(4S)-2-imino-4-methyl-1-[(2R*,4R*)-2-methyl-tetrahydropyran-4-yl]-6-oxo-hexahydropyrimidin-4-yl}phenyl)-5-fluoropyridine-2-carboxamide hydrochloride Cl.ClC1=C(C=CC=C1[C@]1(NC(N(C(C1)=O)[C@H]1C[C@H](OCC1)C)=N)C)NC(=O)C1=NC=C(C=C1)F |o1:15,17|